3-(((R)-3-(4-bromophenoxy)-2-hydroxypropoxy)methyl)tetrahydrofuran-3-ol BrC1=CC=C(OC[C@@H](COCC2(COCC2)O)O)C=C1